CC1C(C1)C(=O)OC(C)(C)C Tert-butyl 2-methylcyclopropane-1-carboxylate